(2-METHYL-4-CARBOXYPHENYL)BORONIC ACID CC1=C(C=CC(=C1)C(=O)O)B(O)O